8-(2,4-dimethyl-1,3-thiazol-5-yl)-N-[(2S)-1-(4-{[5-(3-methyl-1,2-oxazol-5-yl)thiophen-2-yl]sulfonyl}piperazin-1-yl)propan-2-yl]quinazolin-4-amine CC=1SC(=C(N1)C)C=1C=CC=C2C(=NC=NC12)N[C@H](CN1CCN(CC1)S(=O)(=O)C=1SC(=CC1)C1=CC(=NO1)C)C